ClC1=C(C=CC(=C1)F)C1=CC(OC2=CC(=CC=C12)O[C@@H](C(=O)N1CCNCC1)C)=O (2S)-4-[(2R)-2-[4-(2-Chloro-4-fluorophenyl)-2-oxo-chromen-7-yl]oxypropanoyl]piperazin